ClC1=CC(=C(C=C1OCC=1OC(=NN1)C1=C(C=CC=C1)C)N1C(C=2CCCCC2C1=O)=O)F 2-(4-chloro-2-fluoro-5-((5-(o-tolyl)-1,3,4-oxadiazol-2-yl)methoxy)phenyl)-4,5,6,7-tetrahydro-1H-isoindole-1,3(2H)-dione